FC=1C(=C(C(=O)OCC)C=C(C1)NC(=O)C1(CC1)C1=C(C=C(C=C1)C)F)C=1C=NN(C1)C(C)C Ethyl 3-fluoro-5-({[1-(2-fluoro-4-methylphenyl)cyclopropyl]carbonyl} amino)-2-(1-isopropyl-1H-pyrazol-4-yl)benzoate